BrC1=CC=C(C=C1)C1=NC(=CC(=C1)C1=CC=C(C=C1)Br)C1=CC=C(C=C1)Br 2,4,6-tris(4-bromophenyl)pyridine